tert-butoxycarbonyl piperidin-4-yl-4-(3,4-difluoro-2-methylphenyl)-2-(thiazol-2-yl)-1,4-dihydropyrimidine-5-carboxylate N1CCC(CC1)N1C(=NC(C(=C1)C(=O)OC(=O)OC(C)(C)C)C1=C(C(=C(C=C1)F)F)C)C=1SC=CN1